6,6-dimethoxyhexylmagnesium bromide COC(CCCCC[Mg]Br)OC